COC(=O)C1=C(C2=C(C3=NC=C(C=C3N2C(C2CCOCC2)C2=NC=CC=C2F)C2=C(N=NN2C)C)S1)OC 6-(1,4-dimethyl-1H-1,2,3-triazol-5-yl)-4-((3-fluoropyridin-2-yl)(tetrahydro-2H-pyran-4-yl)methyl)-3-methoxy-4H-thieno[2',3':4,5]pyrrolo[3,2-b]pyridine-2-carboxylic acid methyl ester